Ethyl 9-(2-fluoroethyl)-5-methoxy-2,3,4,9-tetrahydro-1H-carbazole-4-carboxylate FCCN1C2=CC=CC(=C2C=2C(CCCC12)C(=O)OCC)OC